NC=1C=CC(=NC1)N1N=C(C(=C1)C1=CN=C(N1C)C(=O)NC1=CC(=C(C=C1)C(=O)N1CCN(CC1)C(=O)C1CCN(CC1)C)Cl)OC 5-[1-(5-amino-2-pyridinyl)-3-methoxy-pyrazol-4-yl]-N-[3-chloro-4-[4-(1-methylpiperidine-4-carbonyl)piperazine-1-carbonyl]phenyl]-1-methyl-imidazole-2-carboxamide